N(=C=O)C=1C(=O)CC(CC1C)(C)C isocyanatoisophorone